1-Methyl-4-[(oxocyclohexadienylidene)ethylidene]-1,4-dihydropyridine CN1C=CC(C=C1)=CC=C1C=CC=CC1=O